1-(4-((4-(3-amino-6-(2-hydroxyphenyl)pyridazin-4-yl)piperazin-1-yl)methyl)phenyl)dihydropyrimidine-2,4(1H,3H)-dione NC=1N=NC(=CC1N1CCN(CC1)CC1=CC=C(C=C1)N1C(NC(CC1)=O)=O)C1=C(C=CC=C1)O